CC(CO[C@H](C(=O)OC(C)(C)C)C)=C tert-butyl (S)-2-((2-methylallyl)oxy)propanoate